ClC1=CC(=C2C(=N1)C1(OCC2)COCC1)OCC1(CCOCC1)OC 2'-Chloro-4'-((4-methoxytetrahydro-2H-pyran-4-yl)methoxy)-4,5,5',6'-tetrahydro-2H-spiro[furan-3,8'-pyrano[3,4-b]pyridine]